[N+](=O)([O-])C1=CC2=C(NC(S2)=O)C=C1 6-nitrobenzo[d]thiazol-2(3H)-one